3-chloro-1,4-benzenediamine ClC=1C=C(C=CC1N)N